FC1=C(C=CC=C1C)C=1N(C(=CC1C(=O)OC)C1=C2C(=NC=C1)N(C=C2)S(=O)(=O)C2=CC=CC=C2)COCC[Si](C)(C)C methyl 2-(2-fluoro-3-methylphenyl)-5-[1-(benzenesulfonyl)-1H-pyrrolo[2,3-b]pyridin-4-yl]-1-{[2-(trimethylsilyl) ethoxy] methyl}-1H-pyrrole-3-carboxylate